7-[1-(2,2-difluoroethyl)-1H-pyrazolo[3,4-b]pyridin-6-yl]-2-[2-methyl-6-(trifluoromethyl)pyrimidin-4-yl]-2,7-diazaspiro[3.5]nonane FC(CN1N=CC=2C1=NC(=CC2)N2CCC1(CN(C1)C1=NC(=NC(=C1)C(F)(F)F)C)CC2)F